N1CC(CC1)COC1=CC=CC(=N1)S(=O)(=O)NC(=O)C=1C(=NC=CC1)N1C(CC(C1)C)(C)C N-[[6-(Pyrrolidin-3-ylmethoxy)-2-pyridyl]sulfonyl]-2-(2,2,4-trimethylpyrrolidin-1-yl)pyridin-3-carboxamid